[[5-[1-[2,6-difluoro-4-(hydroxy methyl)phenyl]-1H-pyrazol-3-yl]-2-methylphenyl]methyl]carbamate FC1=C(C(=CC(=C1)CO)F)N1N=C(C=C1)C=1C=CC(=C(C1)CNC([O-])=O)C